2-cyclohexylacetate C1(CCCCC1)CC(=O)[O-]